OC1[C@H](O)[C@@H](O)[C@@H](O)[C@H](O1)C D-Fucopyranose